4-{3-(4-chlorophenyl)-1-[2-(4-morpholinyl)ethyl]ureido}-N-(p-tolyl)benzamide ((methylazanediyl)bis((4-(tributylsilyl)phenyl)phosphanediyl))bis(2,1-phenylene)dimethanesulfonate CN(P(C1=CC=C(C=C1)[Si](CCCC)(CCCC)CCCC)C1=C(C=CC=C1)CS(=O)(=O)O)P(C1=CC=C(C=C1)[Si](CCCC)(CCCC)CCCC)C1=C(C=CC=C1)CS(=O)(=O)O.ClC1=CC=C(C=C1)NC(N(CCN1CCOCC1)C1=CC=C(C(=O)NC2=CC=C(C=C2)C)C=C1)=O